FC1(C2CC(CC(C1)N2C(=O)OC(C)(C)C)NC2=CC=C1C(=N2)OCC=2C=C(C=CC21)C2=CN=NC(=C2)OC)F tert-butyl 6,6-difluoro-3-{[8-(6-methoxypyridazin-4-yl)-6H-isochromeno[3,4-b]pyridin-3-yl]amino}-8-azabicyclo[3.2.1]octane-8-carboxylate